N#[N+][O-].[O] oxygen nitrous oxide